FC1=C(C(=CC(=C1)OC)OC)S(=O)(=O)Cl 2-fluoro-4,6-dimethoxybenzene-1-sulfonyl chloride